FC(C)(F)C1=C(C=CC=C1)B(O)O (2-(1,1-difluoroethyl)phenyl)boronic acid